N12C=CNC2CCC1 1,4-diazabicyclo[3.3.0]octene